2-(N-methylamino)-benzamide CNC1=C(C(=O)N)C=CC=C1